ClC=1C(=NN(C1C(=O)[C@](N)(CC(C)(C)C)C(=O)N[C@@H](C[C@H]1C(NCC1)=O)C#N)C)C 2-[(4-chloro-1,3-dimethyl-1H-pyrazol-5-yl)carbonyl]-N-{(1S)-1-cyano-2-[(3S)-2-oxopyrrolidin-3-yl]Ethyl}-4-methyl-L-leucinoamide